C(=S)SN amino dithioformate